3-(3-amino-2,6-difluorophenyl)-1-methyl-7-(methylsulfanyl)-2,3-dihydropyrimido[4,5-d]pyrimidin-4(1H)-one NC=1C(=C(C(=CC1)F)N1CN(C2=NC(=NC=C2C1=O)SC)C)F